(R)-1-(3-trifluoromethylphenyl)ethanol FC(C=1C=C(C=CC1)[C@@H](C)O)(F)F